2-amino-2-((benzylamino)methyl)-6-boronohexanoic acid NC(C(=O)O)(CCCCB(O)O)CNCC1=CC=CC=C1